COCCOCCOCCNC 2-[2-(2-methoxyethoxy)ethoxy]-N-methylethan-1-amine